C(CC(C)CCCC(C)CCCC(C)CCCC(C)C)(=O)N(CCOP(OC[C@@H](CO)O)(=O)O)C(CC(C)CCCC(C)CCCC(C)CCCC(C)C)=O diphytanoyl-sn-glycero-3-phosphoethanolamine